3-(4-((2,3-difluoro-6-(2-morpholinothiazol-4-yl)phenoxy)methyl)-2-fluorophenyl)piperidine-2,6-dione FC1=C(OCC2=CC(=C(C=C2)C2C(NC(CC2)=O)=O)F)C(=CC=C1F)C=1N=C(SC1)N1CCOCC1